3-methoxy-2-(piperazin-1-yl)propionamide COCC(C(=O)N)N1CCNCC1